CN1C(=CC=2C1=CN=CC2)C(=O)N[C@@H]2[C@H]([C@H]1C([C@@H](C2)C1)(C)C)C methyl-N-[(1S,2S,3S,5R)-2,6,6-trimethylnorpinan-3-yl]-1H-pyrrolo[2,3-c]pyridine-2-carboxamide